NC(C(=O)OC)CCN=C(N)N methyl 2-amino-4-((diaminomethylene)amino)butanoate